C(C1=CC=CC=C1)NCC1=C2C(=NC(=C1)C(=O)NC1=CC(=CC=C1)C1(CC(C1)CC#N)C1=NN=CN1C)C(CC2)(C)C 4-((benzylamino)methyl)-N-(3-((1s,3s)-3-(cyanomethyl)-1-(4-methyl-4H-1,2,4-triazol-3-yl)cyclobutyl)phenyl)-7,7-dimethyl-6,7-dihydro-5H-cyclopenta[b]pyridine-2-carboxamide